7-isopropyl-2,3-dimethyl-7,8-dihydro-1,6-naphthyridine C(C)(C)C1N=CC=2C=C(C(=NC2C1)C)C